5-{[(1S)-1-[7-(azetidin-1-yl)-6-chloro-2-oxo-1,2-dihydroquinolin-3-yl]ethyl]amino}-1-methyl-6-oxo-1,6-dihydropyridine-2-carbonitrile N1(CCC1)C1=C(C=C2C=C(C(NC2=C1)=O)[C@H](C)NC1=CC=C(N(C1=O)C)C#N)Cl